C1(CC1)C1=C(C(=NO1)C1=C(C=C(C=C1Cl)F)Cl)C1=CC2(C1)CCN(CC2)C=2C=C1C(=CC=NC1=CC2)OC(C)C 6-(2-(5-Cyclopropyl-3-(2,6-dichloro-4-fluorophenyl)isoxazol-4-yl)-7-azaspiro[3.5]non-1-en-7-yl)-4-isopropoxychinolin